BrC=1C=NN2C1C=CC(=C2)C=2C=NN(C2)C 3-bromo-6-(1-methyl-1H-pyrazol-4-yl)pyrazolo[1,5-a]pyridine